N-{2-azabicyclo[2.2.1]heptan-6-yl}-1-[6-(2-hydroxyphenyl)pyridazin-4-yl]-4-phenylpiperidine-4-carboxamide C12NCC(CC1NC(=O)C1(CCN(CC1)C1=CN=NC(=C1)C1=C(C=CC=C1)O)C1=CC=CC=C1)C2